[Ir].CC(C)(C(CC(C(C)(C)C)=O)=O)C.CC(C)(C(CC(C(C)(C)C)=O)=O)C.CC(C)(C(CC(C(C)(C)C)=O)=O)C tris(2,2,6,6-tetramethylheptane-3,5-dione) iridium